3-isopropyl-8-methylsulfonyl-N-[(3R)-tetrahydropyran-3-yl]-[1,2,4]triazolo[4,3-b]pyridazin-6-amine C(C)(C)C1=NN=C2N1N=C(C=C2S(=O)(=O)C)N[C@H]2COCCC2